(2S)-2-(chloromethyl)-4,4-diethoxy-1-[(1R)-1-phenylethyl]piperidine ClC[C@H]1N(CCC(C1)(OCC)OCC)[C@H](C)C1=CC=CC=C1